[Si](C)(C)(C(C)(C)C)OCC1CCC(CC1)CS(=O)(=O)[O-] (1s,4s)-4-(((tert-butyldiMethylsilyl)oxy)methyl)cyclohexylmethanesulfonate